CC1(CN(C=2C1=NC(=CC2)C(=O)N)C2=CSC=C2)C 3,3-dimethyl-1-(thiophen-3-yl)-2,3-dihydro-1H-pyrrolo[3,2-b]pyridine-5-carboxamide